IC1=C(C=CC2=C1SC1=C2C=CC=C1)O 4-iododibenzo[B,d]thiophen-3-ol